(2-(2,6-dioxopiperidin-3-yl)-3-oxoisoindolin-5-yl)methyl (3-(tert-butyl) bicyclo[1.1.1]pentan-1-yl)carbamate C(C)(C)(C)C12CC(C1)(C2)NC(OCC=2C=C1C(N(CC1=CC2)C2C(NC(CC2)=O)=O)=O)=O